ClC=1C=CC2=C(C(C[C@@H](O2)C(=O)NC23CC(C2)(C3)NC(=O)C=3C=NC(=CC3)OC(F)(F)F)=O)C1 N-(3-{[(2R)-6-chloro-4-oxo-3,4-dihydro-2H-1-benzopyran-2-carbonyl]amino}bicyclo[1.1.1]pentan-1-yl)-6-(trifluoromethoxy)pyridine-3-carboxamide